3-(5-(difluoromethyl)-3-(3-(1-(o-tolyl)cyclopropyl)-1,2,4-oxadiazol-5-yl)-1H-pyrazol-1-yl)thietane 1,1-dioxide FC(C1=CC(=NN1C1CS(C1)(=O)=O)C1=NC(=NO1)C1(CC1)C1=C(C=CC=C1)C)F